NC=1C=NC=CC1C=1CCN(CC1)C(=O)OC(C)(C)C tert-Butyl 3'-amino-3,6-dihydro-[4,4'-bipyridine]-1(2H)-carboxylate